tert-butyl 4-(2-{[4-(trifluoromethyl)pyridin-2-yl]formamido}acetyl)-octahydropyrrolo[3,2-b]pyrrole-1-carboxylate FC(C1=CC(=NC=C1)C(=O)NCC(=O)N1CCC2N(CCC21)C(=O)OC(C)(C)C)(F)F